ClC1=C(C=CC(=C1)C(F)(F)F)NC(CN1C(=C(C(C=2C1=NC=C(N2)O)=O)N2CCN(CC2)C(=O)OC(C)(C)C)CC)=O tert-butyl 4-(5-(2-((2-chloro-4-(trifluoromethyl)phenyl)amino)-2-oxoethyl)-6-ethyl-2-hydroxy-8-oxo-5,8-dihydropyrido[2,3-b]pyrazin-7-yl)piperazine-1-carboxylate